4-nitrophenyl 4-((4-(6-((6-acetyl-8-cyclopentyl-5-methyl-7-oxo-7,8-dihydropyrido[2,3-d]pyrimidin-2-yl)amino)pyridin-3-yl)piperazin-1-yl)methyl)piperidine-1-carboxylate C(C)(=O)C1=C(C2=C(N=C(N=C2)NC2=CC=C(C=N2)N2CCN(CC2)CC2CCN(CC2)C(=O)OC2=CC=C(C=C2)[N+](=O)[O-])N(C1=O)C1CCCC1)C